ClC1=CC=C(C=C1)C(\C=C\C(=O)C1=CC=C(C=C1)Cl)=O (E)-1,4-di(4-chlorophenyl)but-2-ene-1,4-dione